tert-butyl N-(cyclopropylmethyl)-N-[1-[6-[4-(4-fluoro-2-methyl-thiazol-5-yl)-2-methoxy-phenyl]pyridazin-3-yl]pyrrolidin-3-yl]carbamate C1(CC1)CN(C(OC(C)(C)C)=O)C1CN(CC1)C=1N=NC(=CC1)C1=C(C=C(C=C1)C1=C(N=C(S1)C)F)OC